trans-aminoindene NC1C=CC2=CC=CC=C12